N1N=CC(=C1)C1=CC=C(C=C1)NC1=NC(=NC=C1)C1=CC=C2C=C(NC2=C1)C(=O)N(CCN1CCOCC1)C 6-(4-((4-(1H-pyrazol-4-yl)phenyl)amino)pyrimidin-2-yl)-N-methyl-N-(2-morpholino-ethyl)-1H-indole-2-carboxamide